(S)-6,7-dichloro-2-(5-(1-fluoro-2-methoxyethyl)-1H-1,2,4-triazol-3-yl)-3-(1H-pyrazol-4-yl)-1H-indole ClC1=CC=C2C(=C(NC2=C1Cl)C1=NNC(=N1)[C@@H](COC)F)C=1C=NNC1